(R)-(1-(((4-(3-methyl-3-((trimethylsilyl)oxy)piperidin-1-yl)-6,7-dihydro-5H-pyrrolo[3,4-d]pyrimidin-2-yl)oxy)methyl)cyclopropyl)methanol C[C@@]1(CN(CCC1)C=1C2=C(N=C(N1)OCC1(CC1)CO)CNC2)O[Si](C)(C)C